F[C@@H]1CN(CC[C@@H]1OC)C1=NC=CC(=N1)NC=1N=CC2=C(C=C(C(=C2C1)C(C)C)[C@@H]1N(CCCCC1)C(C#CC)=O)N1CC(C1)CS(=O)(=O)C 1-((R)-2-(3-((2-((3R,4S)-3-fluoro-4-methoxypiperidin-1-yl)pyrimidin-4-yl)amino)-5-isopropyl-8-(3-((methylsulfonyl)methyl)azetidin-1-yl)isoquinolin-6-yl)azepan-1-yl)but-2-yn-1-one